2-phenylpropane-1,3-diyl bis(4-methylbenzenesulfonate) CC1=CC=C(C=C1)S(=O)(=O)OCC(COS(=O)(=O)C1=CC=C(C=C1)C)C1=CC=CC=C1